4-CHLORO-N-(3-FORMYL-PHENYL)-BENZAMIDE C1=CC(=CC(=C1)NC(=O)C2=CC=C(C=C2)Cl)C=O